C(C)(=O)O[C@@H]1C[C@@]2([C@@H](C[C@H]3[C@@H]4CC[C@H]([C@@H](CCCC(C)C)C)[C@]4(CC[C@@H]3[C@]2(CC1)C)C)NCCC1=CNC2=CC=CC=C12)O 3β-acetoxy-5α-hydroxy-6β-[2-(1H-indol-3-yl)ethylamino]cholestane